C=12CNCCNCCNCCNCC3=CC=CC(CNCCNCCNCCNCC(C=CC1)=C2)=C3 3,6,9,12,20,23,26,29-octaazatricyclo[29.3.1.114,18]hexatriaconta-1(34),14,16,18(36),31(35),32-hexaene